C1(CC1)N(C(=O)C1=NN2C(N(C(C3=C2N=CC=C3)=O)CC(=O)NC3=NC=C(C=C3)F)=C1)C N-(Cyclopropyl)-4-(2-((5-fluoropyridin-2-yl)amino)-2-oxoethyl)-N-methyl-5-oxo-4,5-dihydropyrazolo[1,5-a]pyrido[3,2-e]pyrimidine-2-carboxamide